(R)-N-(1-(2-(1-hydroxyethyl)imidazo[4,5-d]pyrrolo[2,3-b]pyridin-1(6H)-yl)piperidin-4-yl)-N-methylmethanesulfonamide O[C@H](C)C1=NC=2C(=C3C(=NC2)NC=C3)N1N1CCC(CC1)N(S(=O)(=O)C)C